2-(5-bromo-2-oxopyridin-1-yl)-N-ethylacetamide BrC=1C=CC(N(C1)CC(=O)NCC)=O